ClC=1C(=CC(=C(C1)[C@H](N[S@@](=O)C(C)(C)C)C1CCN(CC1)C(=O)[C@@H]1OC(OC1)(C)C)OC)C1CCC1 (S)-N-[(R)-(5-chloro-4-cyclobutyl-2-methoxyphenyl)([1-[(4R)-2,2-dimethyl-1,3-dioxolane-4-carbonyl]piperidin-4-yl])methyl]-2-methylpropane-2-sulfinamide